(S,E)-4-(4'-((trans)-2-aminocyclopropoxy)-[1,1'-biphenyl]-4-yl)-2-(2-((S)-1-hydroxyethyl)-1H-imidazol-1-yl)but-3-en-1-ol N[C@H]1[C@@H](C1)OC1=CC=C(C=C1)C1=CC=C(C=C1)/C=C/[C@@H](CO)N1C(=NC=C1)[C@H](C)O